OC(=O)C(F)(F)F.FC1=C(CN(CCN2C3CC(CC2CC3)C=3C=C(C(=O)N)C=CC3)C([C@H](CO)O)=O)C(=CC=C1)F 3-endo-(8-{2-[(2,6-difluorobenzyl)-((S)-2,3-dihydroxypropionyl)-amino]ethyl}-8-aza-bicyclo[3.2.1]oct-3-yl)benzamide TFA salt